((1s,3s)-3-hydroxy-3-methylcyclobutyl)(6-(3-methyl-5-(trifluoromethyl)phenyl)-2-azaspiro[3.3]hept-2-yl)methanone OC1(CC(C1)C(=O)N1CC2(C1)CC(C2)C2=CC(=CC(=C2)C(F)(F)F)C)C